[N+](=O)(O)[O-].CC1=NN(C(=C1)C)C(=N)N 3,5-dimethylpyrazole-1-carboxamidine nitrate